3-(2-(Benzyloxy)-4-fluorophenyl)-4-methylene-4,5-dihydro-1H-pyrazole-1-carboximidamide C(C1=CC=CC=C1)OC1=C(C=CC(=C1)F)C1=NN(CC1=C)C(N)=N